6-(6-fluoro-4-methoxy-2-pyridyl)-5-methyl-2-(1H-pyrazol-3-yl)-7,8-dihydro-5H-pyrido[4,3-d]pyrimidine FC1=CC(=CC(=N1)N1C(C2=C(N=C(N=C2)C2=NNC=C2)CC1)C)OC